tert-butyl 6-chloro-4-(pyrrolidin-1-ylmethyl)-1H-pyrazolo[3,4-b]pyridine-1-carboxylate ClC1=CC(=C2C(=N1)N(N=C2)C(=O)OC(C)(C)C)CN2CCCC2